4-(8-amino-3-((2S)-1-(4-((2-(2,6-dioxopiperidin-3-yl)-1,3-dioxoisoindoline-4-yl)amino)butyryl)pyrrolidin-2-yl)imidazo[1,5-a]pyrazin-1-yl)-N-(pyridin-2-yl)benzamide NC=1C=2N(C=CN1)C(=NC2C2=CC=C(C(=O)NC1=NC=CC=C1)C=C2)[C@H]2N(CCC2)C(CCCNC2=C1C(N(C(C1=CC=C2)=O)C2C(NC(CC2)=O)=O)=O)=O